BrC=1C=C(C=CC1)NC1(CCC2(C(=CC3=CC=CC=C23)C2=CC(=CC(=C2)Cl)Cl)CC1)C(=O)O 4-(3-Bromophenylamino)-2'-(3,5-dichlorophenyl)spiro[cyclohexane-1,1'-indene]-4-carboxylic acid